FC1=C(C=CC(=C1)F)C1=NC(=CN2C1=NC(=C(C2=O)F)C)[C@@H]2C[C@H](O[C@@H](C2)C=2C=NN(C2)C)C 9-(2,4-difluorophenyl)-3-fluoro-2-methyl-7-((2R,4R,6S)-2-methyl-6-(1-methyl-1H-pyrazol-4-yl)tetrahydro-2H-pyran-4-yl)-4H-pyrazino[1,2-a]pyrimidin-4-one